4-nitrobenzyl ((1R,3R)-3-(((1S,3S)-3-mercaptocyclobutyl)amino)cyclopentyl)carbamate SC1CC(C1)N[C@H]1C[C@@H](CC1)NC(OCC1=CC=C(C=C1)[N+](=O)[O-])=O